3,4,5-tribromotoluene BrC=1C=C(C)C=C(C1Br)Br